Tert-butyl N-methyl-N-[2-[[1-[3-(methylamino)-4-nitro-phenyl]-4-piperidyl] methoxy] ethyl]carbamate CN(C(OC(C)(C)C)=O)CCOCC1CCN(CC1)C1=CC(=C(C=C1)[N+](=O)[O-])NC